FC1=CC=CC2=C1N=C(O2)[C@H]2N(CCC1=C2N=CN1)C(=O)C=1C=NN2C1C=CC(=C2)C=2C=NN(C2)C (S)-(4-(4-fluorobenzo[d]oxazol-2-yl)-6,7-dihydro-1H-imidazo[4,5-c]pyridin-5(4H)-yl)(6-(1-methyl-1H-pyrazol-4-yl)pyrazolo[1,5-a]pyridin-3-yl)methanone